The molecule is a glycosylarabinose consisting of beta-D-galactopyranose and L-arabinofuranose joined in sequence by a (1->3) glycosidic bond. It derives from a L-arabinofuranose and a beta-D-galactose. C([C@@H]1[C@@H]([C@@H]([C@H]([C@@H](O1)O[C@H]2[C@@H](OC([C@@H]2O)O)CO)O)O)O)O